(4R)-2-oxo-oxazolidine-4-carboxylic acid potassium salt [K+].O=C1OC[C@@H](N1)C(=O)[O-]